F[C@H]1[C@H](C1)C(=O)NC1=NC=C2C=C(C=3N(C2=C1)C=CN3)C=3C=NC(=CC3C)\C(\CC)=N/O (1R,2R)-2-fluoro-N-(4-(6-((Z)-1-(hydroxyimino)propyl)-4-methylpyridin-3-yl)imidazo[1,2-a][1,6]naphthyridin-8-yl)cyclopropane-1-carboxamide